O[C@H]1CN(CC1)[C@@H]1CCC2=C(NC1=O)N=CC(=C2)/C=C/C(=O)N(CC2=C(OC1=C2C=CC=C1)C)C |o1:6| (E)-3-((R*)-7-((R)-3-hydroxypyrrolidin-1-yl)-8-oxo-6,7,8,9-tetrahydro-5H-pyrido[2,3-b]azepin-3-yl)-N-methyl-N-((2-methylbenzofuran-3-yl)methyl)acrylamide